methyl 6-amino-2-(4-(difluoromethoxy) phenyl)-5-methoxypyrimidine-4-carboxylate NC1=C(C(=NC(=N1)C1=CC=C(C=C1)OC(F)F)C(=O)OC)OC